C(CCCCC\C=C/CC\C=C/C=C/CC)=O (Z,Z,E)-7,11,13-Hexadecatrien-1-al